NCCOC1CCC(CC1)CN1CCC(CC1)C1=C(C2=C(N(C(N2C)=O)C2C(NC(CC2)=O)=O)C=C1)F 3-[5-[1-[[4-(2-Aminoethoxy)cyclohexyl]methyl]-4-piperidyl]-4-fluoro-3-methyl-2-oxo-benzimidazol-1-yl]piperidine-2,6-dione